4-fluoro-2-((6-(4-hydroxybutyl)-1H-pyrrolo[2,3-b]pyridin-5-yl)oxy)benzoic acid methyl ester COC(C1=C(C=C(C=C1)F)OC=1C=C2C(=NC1CCCCO)NC=C2)=O